trans-3-(trifluoromethyl)cyclobutanecarbaldehyde FC([C@@H]1C[C@H](C1)C=O)(F)F